(E)-3-Chloro-N-((4-(hydroxymethyl)-1-(4-(trifluoromethoxy)phenyl)-1H-pyrazolo[3,4-b]pyridin-3-yl)methyl)acrylamide Cl/C=C/C(=O)NCC1=NN(C2=NC=CC(=C21)CO)C2=CC=C(C=C2)OC(F)(F)F